ethenesulfonyl chloride C(=C)S(=O)(=O)Cl